1,3,5-tris[4-(1-ethylpropyl)-3-hydroxy-2,6-dimethylbenzyl]-1,3,5-triazine C(C)C(CC)C1=C(C(=C(CN2CN(CN(C2)CC2=C(C(=C(C=C2C)C(CC)CC)O)C)CC2=C(C(=C(C=C2C)C(CC)CC)O)C)C(=C1)C)C)O